tert-butyl 4-(3,5-bis(trifluoromethyl)pyridin-2-yl)piperazine-1-carboxylate FC(C=1C(=NC=C(C1)C(F)(F)F)N1CCN(CC1)C(=O)OC(C)(C)C)(F)F